(R)-N-(4-(3-((5-chloropyrimidin-2-yl)amino)-3-methylpyrrolidine-1-carbonyl)phenyl)acrylamide ClC=1C=NC(=NC1)N[C@]1(CN(CC1)C(=O)C1=CC=C(C=C1)NC(C=C)=O)C